C1(CC1)[C@]1(C(N(C[C@H]1C)C1=NC(=CC2=C1SC=N2)C=2C=NN(C2)C2CC2)=O)C#N (3R,4S)-3-cyclopropyl-1-(6-(1-cyclopropyl-1H-pyrazol-4-yl)thiazolo[5,4-c]pyridin-4-yl)-4-methyl-2-oxopyrrolidine-3-carbonitrile